2-chloro-N-(((1r,5s,6r)-3-(5-(3-cyano-6-(2-hydroxy-2-methylpropyloxy)pyrazolo[1,5-a]pyridin-4-yl)pyridin-2-yl)-3-azabicyclo[3.1.0]hexan-6-yl)methyl)-6-fluorobenzenesulfonamide ClC1=C(C(=CC=C1)F)S(=O)(=O)NCC1[C@H]2CN(C[C@@H]12)C1=NC=C(C=C1)C=1C=2N(C=C(C1)OCC(C)(C)O)N=CC2C#N